FC1=C(C=CC=C1C=1C=NN(C1)[C@H](C)C1=CC=C(C=C1)C(F)(F)F)C1=CC=2N(C=C1)N=C(N2)N |r| racemic-7-(2-fluoro-3-(1-(1-(4-(trifluoromethyl)phenyl)ethyl)-1H-pyrazol-4-yl)phenyl)-[1,2,4]triazolo[1,5-a]pyridin-2-amine